FC1=C(OC2=C(C=C(C=C2)NS(=O)(=O)CC)C=2C(=[N+](C(=CC2)OCCNC)[O-])C)C=CC(=C1)F (2-(2,4-difluorophenoxy)-5-(ethylsulfonylamino)phenyl)-2-methyl-6-(2-(methylamino)ethoxy)pyridine 1-oxide